COC=1C=C(C=2C=C(C(N(C2C1)C)=O)C)N1CCCC2=CC=C(C=C12)NS(=O)(=O)C N-(7'-methoxy-1',3'-dimethyl-2'-oxo-1',2',3,4-tetrahydro-2H-[1,5'-biquinolin]-7-yl)methanesulfonamide